N1C(=NC2=C1C=CC=C2)C(=O)[O-] 1H-benzo[d]imidazole-2-carboxylate